O1C2(OCC1)C[C@]1(CCC2)CC(C2=CC=CC=C21)=O (S)-dispiro[indene-1,1'-cyclohexane-3',2''-[1,3]dioxolan]-3(2H)-one